tert-butyl (3-(7-carbamoyl-5,6-difluoro-2-methyl-1H-indol-4-yl) cyclohex-3-en-1-yl)carbamate C(N)(=O)C=1C(=C(C(=C2C=C(NC12)C)C=1CC(CCC1)NC(OC(C)(C)C)=O)F)F